4-[4-[3-(cyclopropylmethylamino)phenyl]-2,6-difluoro-N-methyl-anilino]butyric acid C1(CC1)CNC=1C=C(C=CC1)C1=CC(=C(N(C)CCCC(=O)O)C(=C1)F)F